OC1(CC(C1)N1C(CCC2=CC(=CN=C12)B1OC(C(O1)(C)C)(C)C)=O)C 1-[(cis)-3-hydroxy-3-methylcyclobutyl]-6-(4,4,5,5-tetramethyl-1,3,2-dioxaborolan-2-yl)-1,2,3,4-tetrahydro-1,8-naphthyridin-2-one